3-(4-(4-methylpiperazin-1-yl)quinazolin-6-yl)-N-(1-(piperidin-4-yl)-1H-pyrazol-4-yl)-1H-pyrrolo[2,3-b]pyridine-5-carboxamide CN1CCN(CC1)C1=NC=NC2=CC=C(C=C12)C1=CNC2=NC=C(C=C21)C(=O)NC=2C=NN(C2)C2CCNCC2